C1(=CC=CC=C1)SC1=CC=CC=C1.[Cl] chlorine diphenyl sulfide